2,2''-dimethoxyterphenyl COC1=C(C=CC=C1)C=1C(=CC=CC1)C1=C(C=CC=C1)OC